4-((5-oxo-2,3,4,5-tetrahydro-1H-benzo[b]azepin-1-yl)methyl)-N-hydroxybenzamide O=C1C2=C(N(CCC1)CC1=CC=C(C(=O)NO)C=C1)C=CC=C2